OC1=C(C(=O)C2=C(C=C(C=C2)OCCOC(C(=C)C)=O)O)C=CC(=C1)O 2,2',4-trihydroxy-4'-(2-methacryloyloxyethoxy)benzophenone